C=CC=CCCCCCCCCCCC(CCC)=O 15-octadecadienal